N-{4-[(S-methylsulfonimidoyl)methyl]pyridin-2-yl}pyridin-2-amine CS(=O)(=N)CC1=CC(=NC=C1)NC1=NC=CC=C1